OC(CCC[C@@H](C)[C@H]1CC[C@H]2[C@@H]3CC=C4C[C@H](CC[C@@]4([C@H]3CC[C@]12C)C)O)(C)C (3S,8S,9S,10R,13R,14S,17R)-17-[(R)-5-hydroxy-1,5-dimethyl-hexyl]-10,13-dimethyl-2,3,4,7,8,9,11,12,14,15,16,17-dodecahydro-1H-cyclopenta[a]phenanthren-3-ol